O1C=CC2=C1C=CC(=C2)S(=O)(=O)N2CC1=C(C2)CN(C1)C([C@@H](CC)OC1=CC=CC=C1)=O (2R)-1-[5-(1-benzofuran-5-sulfonyl)-1H,2H,3H,4H,5H,6H-pyrrolo[3,4-c]pyrrol-2-yl]-2-phenoxybutan-1-one